FC(C1CCN(CC1)C1=CC=C(C=C1)NC=1C=CC2=C(SCC(N2)=O)C1)(F)F 7-((4-(4-(trifluoromethyl)piperidin-1-yl)phenyl)amino)-2H-benzo[b][1,4]thiazin-3(4H)-one